(E)-2,6-bis((4,7-dimethyl-1,4,7-triazonan-1-yl)methyl)-4-(2-(5-(4-(dimethylamino)phenyl)thiophen-2-yl)vinyl)phenol CN1CCN(CCN(CC1)C)CC1=C(C(=CC(=C1)\C=C\C=1SC(=CC1)C1=CC=C(C=C1)N(C)C)CN1CCN(CCN(CC1)C)C)O